(R)-5-(4-((1-(3-amino-5-(trifluoromethyl)phenyl)ethyl)amino)-2-methyl-8,9-dihydro-7H-cyclopenta[h]quinazolin-6-yl)-1-methylpyridin-2(1H)-one NC=1C=C(C=C(C1)C(F)(F)F)[C@@H](C)NC1=NC(=NC2=C3C(=C(C=C12)C=1C=CC(N(C1)C)=O)CCC3)C